COC=1C(=C2C=C(C(NC2=CC1)=O)CC(=O)O)C (6-Methoxy-5-methyl-2-oxo-1H-quinolin-3-yl)acetic acid